COCC(N)C1(CCNCC1)C 2-methoxy-1-(4-methylpiperidin-4-yl)ethan-1-amine